(E)-3-methyl-N'-(3-methylbenzylidene)benzohydrazide CC=1C=C(C(=O)N/N=C/C2=CC(=CC=C2)C)C=CC1